6-chloro-3-(2,2-difluoro-1-methyl-ethoxy)-2-fluoro-pyridine ClC1=CC=C(C(=N1)F)OC(C(F)F)C